CC1=NC=C(C(=C1)C1=CC=2N(C=C1)N=C(C2)NC(=O)C2CC2)OC[C@H]2N(CC2)C N-[5-[2-methyl-5-[[(2S)-1-methylazetidin-2-yl]methoxy]-4-pyridyl]pyrazolo[1,5-a]pyridin-2-yl]cyclopropanecarboxamide